FC(C=1C=C(C(=O)N)C=CC1)F 3-(difluoromethyl)benzamide